tert-butyl 4-(4-bromopyrazol-1-yl)-4-(hydroxymethyl)piperidine-1-carboxylate BrC=1C=NN(C1)C1(CCN(CC1)C(=O)OC(C)(C)C)CO